CC1=CC=C(C=C1)N1C(CCC1)=O N-(4-methylphenyl)pyrrolidin-2-one